(2S)-1-(3-(methylsulfonylmethyl)phenoxy)-3-(8-(naphthalen-2-ylsulfonyl)-1-oxa-8-azaspiro[4.5]decan-3-ylamino)propan-2-ol CS(=O)(=O)CC=1C=C(OC[C@H](CNC2COC3(C2)CCN(CC3)S(=O)(=O)C3=CC2=CC=CC=C2C=C3)O)C=CC1